OC[C@H](C1=CC=CC=C1)NC1=CC(=NC=C1C1=NC(=NO1)N1CCOCC1)NC1=CC=C2C(=N1)C(N(C2=O)CCC)(C)C (S)-2-((4-((2-hydroxy-1-phenylethyl)amino)-5-(3-morpholino-1,2,4-oxadiazol-5-yl)pyridin-2-yl)amino)-7,7-dimethyl-6-propyl-6,7-dihydro-5H-pyrrolo[3,4-b]pyridin-5-one